C1(CC1)N1C(=NC2=C(C=C(C=C2C1=O)C)[C@@H](C)NC1=C(C(=O)O)C=CC=C1)N1CCOCC1 (R)-2-((1-(3-cyclopropyl-6-methyl-2-morpholino-4-oxo-3,4-dihydroquinazolin-8-yl)ethyl)amino)benzoic acid